2-(((2r,3r,4s,5r)-5-(6-amino-2-chloro-9H-purin-9-yl)-4-fluoro-3-hydroxytetrahydrofuran-2-yl)methoxy)-2-(4-carboxybenzyl)malonic acid NC1=C2N=CN(C2=NC(=N1)Cl)[C@H]1[C@H]([C@@H]([C@H](O1)COC(C(=O)O)(C(=O)O)CC1=CC=C(C=C1)C(=O)O)O)F